N-(1,1-dimethylsilazepan-4-yl)-2-(3-pyridyl)-4H-pyrrolo[2,3-d]thiazole-5-carboxamide C[Si]1(NCC(CCC1)NC(=O)C1=CC2=C(N=C(S2)C=2C=NC=CC2)N1)C